2-(3-methoxy-4-{[3-(4-{[(1R,4R)-4-{2-oxa-6-azaspiro[3.3]heptan-6-yl}cyclohexyl]amino}-1-(2,2,2-trifluoroethyl)-1H-indol-2-yl)prop-2-yn-1-yl]amino}phenyl)-2-methylpropanenitrile COC=1C=C(C=CC1NCC#CC=1N(C2=CC=CC(=C2C1)NC1CCC(CC1)N1CC2(COC2)C1)CC(F)(F)F)C(C#N)(C)C